(3R)-piperidine-3-carboxylate N1C[C@@H](CCC1)C(=O)[O-]